3-Bromo-5-[[5-[2-cyano-5-(hydroxymethyl)-4-pyridyl]-3-fluoro-2-methoxy-phenyl]sulfamoyl]-4-methoxy-benzoic acid BrC=1C=C(C(=O)O)C=C(C1OC)S(NC1=C(C(=CC(=C1)C1=CC(=NC=C1CO)C#N)F)OC)(=O)=O